(S)-4-(5-((S)-2-(4-chlorophenyl)-3-(isopropylamino)propionyl)-5,6-dihydropyrrolo[3,4-c]pyrazol-2(4H)-yl)-5-methyl-5H-pyrrolo[2,3-d]pyrimidin-6(7H)-one ClC1=CC=C(C=C1)[C@H](C(=O)N1CC2=NN(C=C2C1)C=1C2=C(N=CN1)NC([C@H]2C)=O)CNC(C)C